1,4-Bishydroxyethyl-piperazin OCCN1CCN(CC1)CCO